1-phenyl-5-((trimethylsilyl)oxy)-1,2-dihydro-3H-benzo[g]indazol-3-one C1(=CC=CC=C1)N1NC(C2=CC(=C3C(=C12)C=CC=C3)O[Si](C)(C)C)=O